P(=O)(OCC1=CC(=C(C(=C1)C(C)(C)C)O)C(C)(C)C)([O-])[O-] 3,5-di-t-butyl-4-hydroxybenzyl phosphate